tert-butyl (endo)-5-(7-bromo-8-chloro-4-(3-(dimethylamino)azetidin-1-yl)-6-fluoro-1H-imidazo[4,5-c]quinolin-1-yl)-2-azabicyclo[2.1.1]hexane-2-carboxylate BrC=1C(=CC=2C3=C(C(=NC2C1F)N1CC(C1)N(C)C)N=CN3C3C1CN(C3C1)C(=O)OC(C)(C)C)Cl